6-((1H-pyrazol-5-yl)ethynyl)-4-amino-N-(4-(methoxymethyl)phenyl)-7-(1-methylcyclopropyl)-7H-pyrrolo[2,3-d]pyrimidine-5-carboxamide N1N=CC=C1C#CC1=C(C2=C(N=CN=C2N)N1C1(CC1)C)C(=O)NC1=CC=C(C=C1)COC